Cl.CC(C[C@H](N)B1O[C@@]2([C@H](O1)C[C@H]1C([C@@H]2C1)(C)C)C)C (R)-3-methyl-1-((3aS,4S,6S,7aR)-3a,5,5-trimethylhexahydro-4,6-methanobenzo[d][1,3,2]dioxaborol-2-yl)butan-1-amine Hydrochloride